4-((2-((trans)-4-(4-Fluoro-2-(trifluoromethyl)phenyl)-cyclohexyl)ethyl)amino)tetrahydro-2H-pyran FC1=CC(=C(C=C1)[C@@H]1CC[C@H](CC1)CCNC1CCOCC1)C(F)(F)F